N-ethyltoluenesulfonamide phosphate P(=O)(O)(O)O.C(C)NS(=O)(=O)CC1=CC=CC=C1